3-bromo-2-(bromomethyl)-1-propene BrCC(=C)CBr